2-chloro-N-([4-[1-cyclopropyl-4-(trifluoromethyl)imidazol-2-yl]phenyl]methyl)-5-nitropyrimidin-4-amine ClC1=NC=C(C(=N1)NCC1=CC=C(C=C1)C=1N(C=C(N1)C(F)(F)F)C1CC1)[N+](=O)[O-]